(3R,4S)-3-cyclopropyl-1-(6-imidazo[1,2-a]pyrazin-3-ylpyrrolo[1,2-b]pyridazin-4-yl)-4-methyl-2-oxopyrrolidine-3-carbonitrile C1(CC1)[C@]1(C(N(C[C@H]1C)C=1C=2N(N=CC1)C=C(C2)C2=CN=C1N2C=CN=C1)=O)C#N